C12C(CC(CC1)CC2)N2C1=NC(=NC=C1N(C2=O)C)NC=2C(=CC=1N(C2)N=CN1)C 9-((1s,4s)-bicyclo[2.2.2]octan-2-yl)-7-methyl-2-((7-methyl-[1,2,4]triazolo[1,5-a]pyridin-6-yl)amino)-7,9-dihydro-8H-purin-8-one